NC=1N=C(C=C2C=C(N=CC12)NC(=O)[C@H]1[C@@H](C1)C=1C=NSC1)Cl trans-N-(8-amino-6-chloro-2,7-naphthyridin-3-yl)-2-(1,2-thiazol-4-yl)cyclopropane-1-carboxamide